4,4'-bis(2-hydroxyethoxy)azobenzene OCCOC1=CC=C(C=C1)N=NC1=CC=C(C=C1)OCCO